adamantan-1-yl acrylate C(C=C)(=O)OC12CC3CC(CC(C1)C3)C2